N1C(=NC=C1)OB(O)O imidazolyl-boric acid